ClC1=C(C=2N=C(N=C(C2C(=N1)OC(C)C)N1C[C@@H](CCC1)O)SC)F (R)-1-(7-chloro-8-Fluoro-5-isopropoxy-2-(methylthio)pyrido[4,3-d]pyrimidin-4-yl)piperidin-3-ol